BrC=1C=C(C=C(C1)N1C(COCC1)COC)C1(COC1)O 3-(3-bromo-5-(3-(methoxymethyl)morpholino)phenyl)oxetan-3-ol